dotriacontanyl stearate C(CCCCCCCCCCCCCCCCC)(=O)OCCCCCCCCCCCCCCCCCCCCCCCCCCCCCCCC